FC1(CC2(CC(C2)CN)C1)F (6,6-difluorospiro[3.3]hept-2-yl)methylamine